COC=1C=C(CNC=2N(C=C(N2)C2=CC=CC=C2)C=2C=C(C=CC2)C)C=CC1C(F)(F)F N-(3-methoxy-4-(trifluoromethyl)benzyl)-4-phenyl-1-(m-tolyl)-1H-imidazol-2-amine